C12CN(CC(CC1)N2)C=2C1=C(N=C(N2)OCCCN2N=C(C=C2)S(=O)(=O)N2N=C(N=C2)C)C(=C(N=C1)C1=CC=CC2=CC=C(C(=C12)C#C)F)F 4-(3,8-diazabicyclo[3.2.1]octan-3-yl)-7-(8-ethynyl-7-fluoronaphthalen-1-yl)-8-fluoro-2-(3-(3-((3-methyl-1H-1,2,4-triazol-1-yl)sulfonyl)-1H-pyrazol-1-yl)propoxy)pyrido[4,3-d]pyrimidine